C1(=CC=CC=C1)NS(=O)(=O)CCCN1CCCC1 N-phenyl-3-(pyrrolidin-1-yl)propane-1-sulfonamide